glyceryl mono-citrate C(CC(O)(C(=O)[O-])CC(=O)[O-])(=O)OCC(O)CO